C(#C)C=1C=CC2=C(NC(O2)=O)C1 5-ethynylbenzo[d]oxazol-2(3H)-one